N-o-tolyl-N'-(alpha-methyl-benzylidene) p-phenylenediamine methyl (E)-2-hydroxy-6-styrylbenzoate OC1=C(C(=O)OC)C(=CC=C1)\C=C\C1=CC=CC=C1.C1(=C(C=CC=C1)NC1=CC=C(C=C1)N=C(C1=CC=CC=C1)C)C